trans-4-(piperidin-1-ylmethyl)cyclohexanecarboxylic acid hydrazide N1(CCCCC1)C[C@@H]1CC[C@H](CC1)C(=O)NN